N-methyl-1-(6-(3-methyl-1H-pyrrolo[2,3-b]pyridin-5-yl)isochroman-8-yl)-1-phenylmethanamine CNC(C1=CC=CC=C1)C=1C=C(C=C2CCOCC12)C=1C=C2C(=NC1)NC=C2C